4-chloromethyl-N-(4-octylphenyl)benzamide ClCC1=CC=C(C(=O)NC2=CC=C(C=C2)CCCCCCCC)C=C1